C(C)(C)NC(C1=NC=CC=C1)=O N-isopropyl-picolineamide